[O-2].Cl[Zn](N1C(CCCC1(C)C)(C)C)Cl.[Li+].[Li+] lithium dichloro(2,2,6,6-tetramethylpiperidin-1-yl)zinc oxide